1-[4-(4-morpholinyl)phenyl]1-butanone N1(CCOCC1)C1=CC=C(C=C1)C(CCC)=O